FC1(CN(CCOC1)C=1C2=C(N=C(N1)OC[C@]13CCCN3C[C@@H](C1)F)C(=C(N=C2)C2=CC(=CC1=CC=C(C(=C21)C#C)F)O)F)F 4-(4-(6,6-difluoro-1,4-oxazepan-4-yl)-8-fluoro-2-(((2R,7aS)-2-fluorotetrahydro-1H-pyrrolizin-7a(5H)-yl)methoxy)pyrido[4,3-d]pyrimidin-7-yl)-5-ethynyl-6-fluoronaphthalen-2-ol